NC=1SC2=NC(=CC=C2N1)C1=CC=C(C=C1)C1(CC1)C#N 1-(4-(2-aminothiazolo[5,4-b]pyridin-5-yl)phenyl)cyclopropane-1-carbonitrile